ClC=1C=NC=C(C1[C@@H](C)OC=1C=C2C(=NNC2=CC1)C=1C=CC(=NC1)N1CCN(C2(CC2)C1)C(=O)OC1=CC=C(C=C1)[N+](=O)[O-])Cl 4-Nitrophenyl (R)-7-(5-(5-(1-(3,5-dichloropyridin-4-yl)ethoxy)-1H-indazol-3-yl)pyridin-2-yl)-4,7-diazaspiro[2.5]octane-4-carboxylate